FC(S(=O)(=O)OC1=CC(=C(C(=C1)O[Si](C)(C)C)[C@H]1[C@@H](CCC(=C1)C([2H])([2H])[2H])C(=C([2H])[2H])C([2H])([2H])[2H])O[Si](C)(C)C)(F)F (1'R,2'R)-5'-(methyl-d3)-2'-(prop-1-en-2-yl-d5)-2,6-bis((trimethylsilyl)oxy)-1',2',3',4'-tetrahydro-[1,1'-biphenyl]-4-yl trifluoromethanesulfonate